2-[(7R)-6-{1H-pyrrolo[2,3-b]pyridin-4-yl}-7-methyl-5H,6H,7H,8H-pyrido[4,3-d]pyrimidin-4-yl]-5-(methanesulfonyl)-2-azabicyclo[2.2.2]octane N1C=CC=2C1=NC=CC2N2CC1=C(N=CN=C1N1C3CC(C(C1)CC3)S(=O)(=O)C)C[C@H]2C